C1(CC1)CN1C(=CC2=CC=CC=C12)C1=NC2=C(N1CC=1C=NN(C1)C1=NC=C(C=C1)C)C(=CC(=C2)C(=O)N2C1CCC(C2)[C@H]1N)OC (7R)-2-{2-[1-(cyclopropylmethyl)-1H-indol-2-yl]-7-methoxy-1-{[1-(5-methylpyridin-2-yl)-1H-pyrazol-4-yl]methyl}-1H-1,3-benzodiazole-5-carbonyl}-2-azabicyclo[2.2.1]heptan-7-amine